ClC1=C(C=CC=C1)C=1OC2=C(C(=CC(=C2C(C1)=O)O)O)[C@H]1[C@@H](N(CC1)C)CO 2-(2-chloro-phenyl)-5,7-dihydroxy-8-[(2R,3S)-2-(hydroxymethyl)-1-methylpyrrolidin-3-yl]chromen-4-one